6-sec-butyl-quinoloneoleoylbis(3-aminopropyl)-amine C(C)(CC)C=1C=C2C=C(C(NC2=CC1)=O)CCCCCCCC\C=C/CCCCCCCC(=O)N(CCCN)CCCN